(1S,2S)-2-(3-Fluoro-4-((4-fluoro-1H-imidazol-1-yl)methyl)phenyl)cyclopropane-1-carboxylic acid FC=1C=C(C=CC1CN1C=NC(=C1)F)[C@@H]1[C@H](C1)C(=O)O